C(C)C1(C(CCC1)=O)C(=O)OCC ethyl-2-(ethoxycarbonyl)Cyclopentanone